C(C)N(S(=O)(=O)NC=1C(=C(C(=O)C2=CN(C3=NC=C(C=C32)C3=C(C=C(C=C3)N3CCN(CC3)C(=O)OC(C)(C)C)F)C(C3=CC=CC=C3)(C3=CC=CC=C3)C3=CC=CC=C3)C(=CC1)F)F)C tert-butyl 4-[4-[3-[3-[[ethyl(methyl)sulfamoyl] amino]-2,6-difluoro-benzoyl]-1-trityl-pyrrolo[2,3-b]pyridin-5-yl]-3-fluoro-phenyl]piperazine-1-carboxylate